COC1=C(C=CC=C1)[C@@H](C)O (R)-1-(2-methoxyphenyl)ethanol